2-hydroxyanthracen-9(10H)-one OC1=CC=2C(C3=CC=CC=C3CC2C=C1)=O